C(C)(=O)OCCS(=O)(=O)NC(=O)C1=CC=C(C=C1)N1[C@@H]2C[C@H]([C@H](C1)C2)OCC=2C(=NOC2C2CC2)C2=C(C=CC=C2Cl)Cl 2-[({4-[(1S,4S,5R)-5-{[5-cyclopropyl-3-(2,6-dichlorophenyl)-1,2-oxazol-4-yl]methoxy}-2-azabicyclo[2.2.1]heptan-2-yl]phenyl}formamido)sulfonyl]ethyl acetate